4-[methyl(propan-2-yl)amino]but-2-en-1-one CN(CC=CC=O)C(C)C